C12C3=CC=CC=C3C(CN(C1)C(CN1C(C3=CC(=CC=C3C1)C1=NC(=NC=C1Cl)NC1CCOCC1)=O)=O)C2 2-(2-{10-azatricyclo[6.3.1.02,7]dodeca-2,4,6-trien-10-yl}-2-oxoethyl)-6-{5-chloro-2-[(oxacyclohex-4-yl)amino]pyrimidin-4-yl}-2,3-dihydro-1H-isoindol-1-one